FC([C@@]12N(C=3C(=NN=C(C3)C3=C(C(=CC=C3)F)OC)NC1)C[C@@H](C2)OC2=NC(=C(N=C2C)C=C)C)F (6aS,8R)-6a-(difluoromethyl)-8-((3,6-dimethyl-5-vinylpyrazin-2-yl)oxy)-2-(3-fluoro-2-methoxyphenyl)-5,6,6a,7,8,9-hexahydropyrrolo[1',2':4,5]pyrazino[2,3-c]pyridazine